N-(5-((6-((R)-3-(2-chloro-3,6-difluorophenyl)isoxazolidine-2-yl)pyrimidine-4-yl)amino)-2-(4-((S)-4-cyclopropyl-3-methylpiperazine-1-yl)piperidine-1-yl)-4-methoxyphenyl)acrylamide ClC1=C(C(=CC=C1F)F)[C@@H]1N(OCC1)C1=CC(=NC=N1)NC=1C(=CC(=C(C1)NC(C=C)=O)N1CCC(CC1)N1C[C@@H](N(CC1)C1CC1)C)OC